(2,2-difluorotetrahydro-1H-pyrrolizin-7a(5H)-yl)methanol methyl-2,5,6-trichloropyrimidine-4-carboxylate CN1C(N=C(C(=C1Cl)Cl)C(=O)OCC12CCCN2CC(C1)(F)F)Cl